NC1=C(C=C(C=C1)C1=CC(=CC=C1F)\C=C\1/OC(C2=CC=CC=C12)=O)[N+](=O)[O-] (Z)-3-((4'-amino-6-fluoro-3'-nitro-[1,1'-biphenyl]-3-yl)methylene)isobenzofuran-1(3H)-one